Methylglycine methyl ester COC(CNC)=O